tert-butyl 2-(2-isopropoxyphenyl)-4-methylpiperazine-1-carboxylate C(C)(C)OC1=C(C=CC=C1)C1N(CCN(C1)C)C(=O)OC(C)(C)C